(2-chloro-4-(2-fluorophenoxy)phenyl)(5-fluoro-4-(((3R,6S)-6-(hydroxymethyl)tetrahydro-2H-pyran-3-yl)amino)-1H-pyrrolo[2,3-b]pyridin-3-yl)methanone ClC1=C(C=CC(=C1)OC1=C(C=CC=C1)F)C(=O)C1=CNC2=NC=C(C(=C21)N[C@H]2CO[C@@H](CC2)CO)F